C[C@@]12CCC=3N=C(SC3C2CC[C@H]2[C@H]3[C@](CC[C@H]12)(C(CC3)=O)C)NC3=C(C=CC=C3)F (5aR,5bS,7aS,10aS,10bR)-5a,7a-dimethyl-2-((2-fluorophenyl)amino)-4,5,5a,5b,6,7,7a,9,10,10a,10b,11,12,12a-tetradecahydro-8H-cyclopenta[7,8]phenanthro[2,1-d]thiazol-8-one